CC1=NC=C(C(=O)NCCCC2=CC(=CC=C2)C=2C=C3C=CC=NC3=CC2)C=C1 6-methyl-N-(3-(3-(quinolin-6-yl)phenyl)propyl)nicotinamide